FC1=C(C(=CC2=C1OC1=C2C=CC=C1)[SeH])Br 4-fluoro-3-bromo-dibenzofuran-2-selenol